2-methyl-1,4-dioxane CC1OCCOC1